FC1=C(OC2=CC(=C(C=C2)NC(OCC=2C(=C3C(N(CC3=CC2)C2C(NC(CC2)=O)=O)=O)OCC(C)(C)O)=O)F)C=CC(=C1)F [2-(2,6-dioxopiperidin-3-yl)-4-(2-hydroxy-2-methylpropoxy)-3-oxo-2,3-dihydro-1H-isoindol-5-yl]methyl N-[4-(2,4-difluorophenoxy)-2-fluorophenyl]carbamate